S(=O)(=O)(O)OC1=CC=C(C=C1)C para-cresol sulfate